ClC1=CC=C(C=C1)C=1N=C2N(C=CC=N2)C1C(C)N1CC2CCC(C1)N2C(=O)[O-] 3-{1-[2-(4-chlorophenyl) imidazo[1,2-a]pyrimidin-3-yl] ethyl}-3,8-diazabicyclo[3.2.1]octane-8-carboxylate